1-(3-Allyloxyisoxazol-5-yl)-2-bromo-ethanone C(C=C)OC1=NOC(=C1)C(CBr)=O